7-(1-cyanocyclopropyl)quinoline-4-carboxylic acid methyl ester COC(=O)C1=CC=NC2=CC(=CC=C12)C1(CC1)C#N